[C@H]12CN(C[C@H](CC1)N2)C2=NC(=NC1=CC(=CC=C21)C=2C(=NC(=NC2)N)C(F)(F)F)OC[C@H]2N(CCC2)C 5-(4-((1R,5S)-3,8-diazabicyclo[3.2.1]octan-3-yl)-2-(((S)-1-methylpyrrolidin-2-yl)methoxy)quinazolin-7-yl)-4-(trifluoromethyl)pyrimidin-2-amine